FC1=CC=C(C=N1)N1CCN(CC1)C(=O)NC1=NC=C(C=C1)O 4-(6-fluoropyridin-3-yl)-N-(5-hydroxypyridin-2-yl)piperazine-1-carboxamide